(S)-1-(2-hydroxy-1-(2-(trifluoromethyl)pyridin-4-yl)ethyl)-4-(3-(2-methylpyridin-4-yl)-1H-indazol-5-yl)pyridin-2(1H)-one OC[C@H](C1=CC(=NC=C1)C(F)(F)F)N1C(C=C(C=C1)C=1C=C2C(=NNC2=CC1)C1=CC(=NC=C1)C)=O